pyrrolo[2,3-h]quinazolin-2-amine N1C(=NC=C2C=CC=3C(=C12)C=CN3)N